ClC1=CC=C(C=N1)C=1C=C(C=CC1)[C@H](C)NC(C=CC1=C(C=C(C=C1)F)F)=O (S)-N-{1-[3-(6-Chloro-pyridin-3-yl)-phenyl]-ethyl}-3-(2,4-difluoro-phenyl)-acrylamide